C1(CC1)C1=CC=C(C=N1)C(=O)NC=1C(=NC=CC1)S(=O)(=O)C 6-cyclopropyl-N-(2-methanesulfonylpyridin-3-yl)pyridine-3-carboxamide